(2-((1-((dimethylamino)methyl)cyclopropyl)methoxy)-4-(isobutyl(methyl)amino)-5,7-dihydro-6H-pyrrolo[3,4-d]pyrimidin-6-yl)(3-hydroxy-8-iodonaphthalen-1-yl)methanone CN(C)CC1(CC1)COC=1N=C(C2=C(N1)CN(C2)C(=O)C2=CC(=CC1=CC=CC(=C21)I)O)N(C)CC(C)C